(R)-2-((1R,3S,5S)-3-((3S,4R)-1-(5-fluoropyrimidin-2-yl)-3-methoxypiperidin-4-yl)-8-azabicyclo[3.2.1]oct-8-yl)-3-methylbutanamide FC=1C=NC(=NC1)N1C[C@H]([C@H](CC1)C1C[C@H]2CC[C@@H](C1)N2[C@@H](C(=O)N)C(C)C)OC